3-Ethyl-3-hydroxyandrostan-17-one C(C)C1(CC2CC[C@H]3[C@@H]4CCC([C@@]4(C)CC[C@@H]3[C@]2(CC1)C)=O)O